(-)-3-(2,3-dichloroanilino)-2-{3-[(oxetan-2-yl)methoxy]pyridin-4-yl}-1,5,6,7-tetrahydro-4H-pyrrolo[3,2-c]pyridin-4-one ClC1=C(NC2=C(NC3=C2C(NCC3)=O)C3=C(C=NC=C3)OCC3OCC3)C=CC=C1Cl